OCC=1C=NOC1 4-(HYDROXYMETHYL)ISOXAZOLE